(1S,3R)-3-(3-(pyrazin-2-ylamino)-1H-pyrazol-5-yl)cyclopentyl(1-methylcyclopropyl)carbamate N1=C(C=NC=C1)NC1=NNC(=C1)[C@H]1C[C@H](CC1)N(C([O-])=O)C1(CC1)C